(2R,4R)-4-ethoxypyrrolidine-1,2-dicarboxylic acid 1-benzyl 2-ethyl ester CCOC(=O)[C@@H]1N(C[C@@H](C1)OCC)C(=O)OCC1=CC=CC=C1